Ethyl 2-(4-methoxy-3-(pyrrolidin-1-yl) benzyl)-3-oxobutanoate COC1=C(C=C(CC(C(=O)OCC)C(C)=O)C=C1)N1CCCC1